6-((4-(morpholinomethyl)-6-((5-(5-phenyl-1,3,4-oxadiazol-2-yl)thiazol-2-yl)amino)pyridin-2-yl)amino)spiro[3.3]heptan-2-ol O1CCN(CC1)CC1=CC(=NC(=C1)NC=1SC(=CN1)C=1OC(=NN1)C1=CC=CC=C1)NC1CC2(CC(C2)O)C1